3-ethynylthieno[2,3-c]pyridine C(#C)C1=CSC2=CN=CC=C21